(M)-6-chloro-7-[(1SR)-2,2-dimethylcyclopropyl]-4-[(2S,5R)-2,5-dimethyl-4-prop-2-enoyl-piperazin-1-yl]-1-(2-isopropyl-4-methyl-3-pyridyl)pyrido[2,3-d]pyrimidin-2-one ClC1=CC2=C(N(C(N=C2N2[C@H](CN([C@@H](C2)C)C(C=C)=O)C)=O)C=2C(=NC=CC2C)C(C)C)N=C1[C@@H]1C(C1)(C)C |&1:34|